NC1C(N(C2=C(C(C1)(F)F)C=C(C(=C2)C2=NN=C(O2)C(C#N)(C)C)F)CC2=CC=C(C=C2)C2=NC=C(C=C2F)C(F)(F)F)=O 2-[5-[3-amino-5,5,7-trifluoro-1-[[4-[3-fluoro-5-(trifluoromethyl)-2-pyridyl]phenyl]methyl]-2-oxo-3,4-dihydro-1-benzazepin-8-yl]-1,3,4-oxadiazol-2-yl]-2-methyl-propanenitrile